CN(C1=CC=CC(=N1)C1=NC2=CC(=NC=C2C=C1)CNC(C1=CN=CC(=C1)S(=O)(=O)C)=O)CCN1CCOCC1 N-((2-(6-(methyl(2-morpholinoethyl)amino)pyridin-2-yl)-1,6-naphthyridin-7-yl)methyl)-5-(methylsulfonyl)nicotinamide